1-(3-bromo-4-chloro-2-methoxy-6-methyl-5,6,7,9-tetrahydro-8H-pyrrolo[3,2-b:4,5-c']dipyridin-8-yl)-2-hydroxyethan-1-one BrC=1C(=C2C(=NC1OC)C=1CN(CC(C1N2)C)C(CO)=O)Cl